1-cyclohexyl-1,4-dihydro-5H-tetrazol-5-one C1(CCCCC1)N1N=NNC1=O